C1(CC1)C1=CN=C(N=N1)N[C@@H]1C[C@H](CC1)NC1=NC=C(C=C1)C1=C(C=CC=C1F)F (1S,3S)-N1-(6-Cyclopropyl-1,2,4-triazin-3-yl)-N3-(5-(2,6-difluorophenyl)pyridin-2-yl)cyclopentane-1,3-diamine